N,N'-di(n-propyl)propylurea C(CC)N(C(=O)NCCC)CCC